C(CC(C)C)NC(=O)N1C=NC2=C1C=CC=C2N2CCCCC2 N-iso-Pentyl-4-(piperidin-1-yl)-1H-benzo[d]imidazole-1-carboxamide